1-methyl-ethyl-1-methyl-butanal CC(C)C(C(=O)C)CC